ClC1=CC=C(C[C@H]2COCCN2C2CCC(CC2)C=2OC(=CN2)C)C=C1 (2R,5S)-5-(4-Chlorobenzyl)-4-(4-(5-methyloxazol-2-yl)cyclohexyl)morpholin